3,6-dihydro-2H-pyridine-1-Carboxylic acid benzyl ester C(C1=CC=CC=C1)OC(=O)N1CCC=CC1